N[C@H](C(C(F)(F)F)O)C(C)C (3S)-3-amino-1,1,1-trifluoro-4-methylpentan-2-ol